(S)-3-(tert-butyl)-N-(1-(2-chloro-4-(2-(cyclopropanecarboxamido)pyridin-4-yl)-5-fluorophenyl)ethyl)-1,2,4-oxadiazole-5-carboxamide C(C)(C)(C)C1=NOC(=N1)C(=O)N[C@@H](C)C1=C(C=C(C(=C1)F)C1=CC(=NC=C1)NC(=O)C1CC1)Cl